((6-cyano-2-azaspiro[3.3]heptane-2-yl) sulfonyl) carbamate C(N)(OS(=O)(=O)N1CC2(C1)CC(C2)C#N)=O